BrC=1C=NN2C1N=C(N=C2NCC2=NC=1C(=NC=CC1)N2)S(=O)(=O)C 8-bromo-N-[(3H-imidazo[4,5-b]pyridin-2-yl)methyl]-2-(methanesulfonyl)pyrazolo[1,5-a][1,3,5]triazin-4-amine